N1N=C(C=C1)CC=1SC2=C(N(C=3C(N(N=CC32)CC3=NC(=CC=C3F)NC)=O)C)N1 2-((1H-pyrazol-3-yl)methyl)-6-((3-fluoro-6-(methylamino)pyridin-2-yl)methyl)-4-methyl-4H-thiazolo[5',4':4,5]pyrrolo[2,3-d]pyridazin-5(6H)-one